O=C1C2=C(N=CN1)N(N=C2C#N)[C@H](C)C=2C=NC(=CC2)C(F)(F)F 4-oxo-1-((R)-1-(6-(trifluoromethyl)pyridin-3-yl)ethyl)-4,5-dihydro-1H-pyrazolo[3,4-d]pyrimidine-3-carbonitrile